C1(=CC=CC=C1)C(C[Se]C1=CC=CC=C1)NC1=CC=CC=C1 N-(1-phenyl-2-(phenylseleno)ethyl)aniline